2-methyl-2,4,5-pentanetriol CC(C)(CC(CO)O)O